(R)-1,2-dimethylpyrrolidin CN1[C@@H](CCC1)C